Cl.N(N)C1=NNC(CN1)=O 3-hydrazineyl-4,5-dihydro-1,2,4-triazin-6(1H)-one hydrochloride